(4-(4-(4-((2,6-dioxa-8-azaspiro[3.5]nona-7-En-7-yl)amino)-2,6-difluorophenoxy)-1H-pyrrolo[2,3-b]pyridin-3-yl)phenyl)(2-oxa-6-azaSpiro[3.3]hept-6-yl)methanone C1OCC12COC(=NC2)NC2=CC(=C(OC1=C3C(=NC=C1)NC=C3C3=CC=C(C=C3)C(=O)N3CC1(COC1)C3)C(=C2)F)F